OC(C)(C)C=1C=C(SC1)S(=O)(N)=NC(NC1=C2C(=CC=3CCCC13)CC2)=O 4-(2-Hydroxypropan-2-yl)-N'-((2,4,5,6-tetrahydro-1H-cyclobuta[f]inden-3-yl)carbamoyl)thiophene-2-sulfonimidamide